tri(ethylphenyl) phosphate P(=O)(OC1=C(C=CC=C1)CC)(OC1=C(C=CC=C1)CC)OC1=C(C=CC=C1)CC